FC1=C(CNC2=CC=NC3=CC=CC=C23)C=CC=C1 N-(2-fluorobenzyl)quinolin-4-amine